C1(=CC=CC=C1)[C@H](C)NCCC(=O)OCC ethyl (S)-3-((1-phenylethyl)amino)propanoate